ClC1=NC(=C2N=CN(C2=N1)[C@H]1[C@@H]([C@@H]([C@H](O1)COP(=O)(O)CP(O)(O)=O)O)O)NC1CCCC1 [[(2R,3S,4R,5R)-5-[2-chloro-6-(cyclopentyl-amino)purin-9-yl]-3,4-dihydroxy-tetrahydro-furan-2-yl]methoxy-hydroxy-phosphoryl]-methylphosphonic acid